C(C)(C)(C)OC(=O)NCC(=O)O[C@H](CN(C(C1=CN=CC(=C1)C#CC=1C=NN(C1)C(F)F)=O)C)CC1=CC=CC=C1 (S)-1-(5-((1-(difluoromethyl)-1H-pyrazol-4-yl)ethynyl)-N-methylnicotinamido)-3-phenylpropan-2-yl (tert-butoxycarbonyl)glycinate